(3R)-1-acetyl-N-(((2S,5R)-6-hydroxy-7-oxo-1,6-diazabicyclo[3.2.1]oct-2-yl)(imino)methyl)pyrrolidine-3-carboxamide C(C)(=O)N1C[C@@H](CC1)C(=O)NC(=N)[C@H]1N2C(N([C@H](CC1)C2)O)=O